C(N)(OC=1C(=NC=C(C1)N1C=CC=2C1=NC=C(C2)C(=O)N2C[C@H](CCC2)CC)C)=O (S)-(methyl 5-(5-(3-ethylpiperidine-1-carbonyl)-1H-pyrrolo[2,3-B]pyridin-1-yl) pyridin-3-yl) carbamate